1-(1-methyl-1H-pyrazolo[3,4-d]pyridazin-4-yl)-N4-(2-(trifluoromethyl)imidazo[1,2-a]pyridin-5-yl)cyclohexane-1,4-diamine CN1N=CC=2C1=CN=NC2C2(CCC(CC2)NC2=CC=CC=1N2C=C(N1)C(F)(F)F)N